FCC1(CC(C1)C#N)O (1S,3s)-3-(fluoromethyl)-3-hydroxycyclobutanecarbonitrile